bis[4-(2-glycidyloxyethoxy)phenyl]methane C(C1CO1)OCCOC1=CC=C(C=C1)CC1=CC=C(C=C1)OCCOCC1CO1